6-Fluoro-7-(hydroxymethyl)-1,3-dimethyl-1,5-dihydropyrazolo[3,4,5-de]quinazolin-4(3H)-one FC1=C(C=C2C=3C(N(C(NC13)=O)C)=NN2C)CO